CNC1=C2C(=NC(=C1)NC1=CC=C(C=3CCOC31)C(=O)N3CCC(CC3)N3CCOCC3)NC=C2C(F)(F)F (7-((4-(methylamino)-3-(trifluoromethyl)-1H-pyrrolo[2,3-b]pyridin-6-yl)amino)-2,3-di-hydrobenzofuran-4-yl)(4-morpholinopiperidin-1-yl)methanone